CC1=CC(=CC(=C1C(=O)OCC(=O)[C@H]([C@H](C)O)O)O)O The molecule is a benzoate ester obtained by the formal condensation of o-orsellinic acid with (3S,4S)-1,3,4-trihydroxypentan-2-one. It has been isolated from Chaetomium globosum. It has a role as a Chaetomium metabolite. It is a benzoate ester, a member of resorcinols and a secondary alpha-hydroxy ketone.